acrylic acid phenyl hydrazide C1(=CC=CC=C1)N(N)C(C=C)=O